3-amino-4-methoxycarbonyl-benzoic acid NC=1C=C(C(=O)O)C=CC1C(=O)OC